iodosyl acetate C(C)(=O)OI=O